tert-butyl N-[2-[2-[2-[2-[2-[2-(3-hydroxyphenoxy)ethoxy]ethoxy]ethoxy]ethoxy]ethoxy]ethyl]carbamate OC=1C=C(OCCOCCOCCOCCOCCOCCNC(OC(C)(C)C)=O)C=CC1